N-(5-(2-(((1r,4r)-4-aminocyclohexyl)amino)quinazolin-6-yl)-4-methylpyridin-2-yl)-2-chlorobenzenesulfonamide, formate salt C(=O)O.NC1CCC(CC1)NC1=NC2=CC=C(C=C2C=N1)C=1C(=CC(=NC1)NS(=O)(=O)C1=C(C=CC=C1)Cl)C